C1(CCCC1)CN1CCN(CC1)CC1=CC=2C(C3=CC=C(C=C3NC2C=C1)OC)(C)C 2-((4-(cyclopentylmethyl)piperazin-1-yl)methyl)-6-methoxy-9,9-dimethyl-9,10-dihydroacridine